1-tert-butyl 4-benzyl 2-oxopiperazine-1,4-dicarboxylate O=C1N(CCN(C1)C(=O)OCC1=CC=CC=C1)C(=O)OC(C)(C)C